3-(4-(aminomethyl)phenyl)-6-((1-(4-(furan-2-yl)-2-methylbenzyl)-4-hydroxypiperidin-4-yl)methyl)-2-methyl-2,6-dihydro-7H-pyrazolo[4,3-d]pyrimidin-7-one dihydrochloride Cl.Cl.NCC1=CC=C(C=C1)C=1N(N=C2C1N=CN(C2=O)CC2(CCN(CC2)CC2=C(C=C(C=C2)C=2OC=CC2)C)O)C